N1(CCC1)C1=NC(=C(C(=C1C#N)C1=CC=C(C=C1)OCC(C)O)C#N)SCC=1C=NC=CC1 2-(azetidin-1-yl)-4-[4-(2-hydroxypropoxy)phenyl]-6-(3-pyridylmethylsulfanyl)-pyridine-3,5-dicarbonitrile